C1(CCCC1)CCC=N 3-cyclopentylpropane-1-imine